C(C)C1=C(C=CC(=C1)NS(=O)(=O)CC)C1=C2C(=NC=C1)NC=C2 4-(2-ethyl-4-(ethylsulfonamido)phenyl)-1H-pyrrolo[2,3-b]pyridin